C(C1=CC=CC=C1)N1N=C(N=C1CO)C1CC1 (2-benzyl-5-cyclopropyl-1,2,4-triazol-3-yl)methanol